racemic-2-aminobutanol ethyl-(2S)-3-[[2-(tert-butoxycarbonylamino)acetyl]amino]-2-[(2,6-dichloro-4-phenyl-benzoyl)amino]propanoate C(C)[C@@](C(=O)OC[C@@H](CC)N)(CNC(CNC(=O)OC(C)(C)C)=O)NC(C1=C(C=C(C=C1Cl)C1=CC=CC=C1)Cl)=O |&1:7|